2-methyl-2-propanol ethyl-3-(((tert-butyldimethylsilyl)oxy)methyl)-2-oxopyrrolidine-3-carboxylate C(C)N1C(C(CC1)(C(=O)OC(C)(C)C)CO[Si](C)(C)C(C)(C)C)=O